3-(2,4-dimethyl-3,6-dioxocyclohex-1,4-dien-1-yl)-3-methylbutyric acid CC1=C(C(C=C(C1=O)C)=O)C(CC(=O)O)(C)C